4,4'-diaminodiphenyl sulfoxide C1=CC(=CC=C1N)S(=O)C2=CC=C(C=C2)N